2'-chloro-6-cyclopentyl-5'-methoxy-(4,4'-bipyridine)-3-carboxylic Acid ClC1=NC=C(C(=C1)C1=C(C=NC(=C1)C1CCCC1)C(=O)O)OC